N1=CC(=CC=C1)NC(=O)C=1OC2=C(C1)C=CC=C2C2=C(C=CC=C2)OCC(F)(F)F N-(3-pyridyl)-7-[2-(2,2,2-trifluoroethoxy)phenyl]benzofuran-2-carboxamide